1-[9-ethyl-6-(2-methylbenzoyl)carbazol-3-yl]ethanone C(C)N1C2=CC=C(C=C2C=2C=C(C=CC12)C(C)=O)C(C1=C(C=CC=C1)C)=O